3-(thiazol-5-yl)benzaldehyde S1C=NC=C1C=1C=C(C=O)C=CC1